5-fluoro-2-[(3-methoxyazetidin-1-yl)methyl]-7,8-dihydro-6H-spiro[[1,3]oxazolo[5,4-f]quinazoline-9,1'-cyclohexan]-7-one FC=1C=C2C(=C3C1NC(NC31CCCCC1)=O)OC(=N2)CN2CC(C2)OC